tert-butyl N-(tert-butoxycarbonyl)-N-(3-(trifluoromethyl)bicyclo[1.1.1]pentan-1-yl)glycinate C(C)(C)(C)OC(=O)N(CC(=O)OC(C)(C)C)C12CC(C1)(C2)C(F)(F)F